C(=O)O.FC1=C(C=C(C(=C1)C=1C=NNC1)F)C=1N=C2N(C=CC(=N2)C=2CC(NC(C2)(C)C)(C)C)C1 2-(2,5-difluoro-4-(1H-pyrazol-4-yl)phenyl)-7-(2,2,6,6-tetramethyl-1,2,3,6-tetrahydropyridin-4-yl)imidazo[1,2-a]pyrimidine formate